O=[Co]O[Co]=O dicobalt trioxide